4-([1,1'-biphenyl]-4-yl)-2,6-dichlorotriazine C1(=CC=C(C=C1)C1=NN(NC(=C1)Cl)Cl)C1=CC=CC=C1